NC[C@@](CO)(C)S(=O)(=O)C1(CC1)CN1C(C2=C(CC1)C(=NN2C)C(=O)NCC2=CC=C(C=C2)C#N)=O (R)-6-((1-((1-Amino-3-hydroxy-2-methylpropan-2-yl)sulfonyl)cyclopropyl)methyl)-N-(4-cyanobenzyl)-1-methyl-7-oxo-4,5,6,7-tetrahydro-1H-pyrazolo[3,4-c]pyridine-3-carboxamide